4-cyano-1H-imidazole-2-carboxylic acid (2-cyclohex-1-enyl-4-piperidin-4-yl-phenyl)-amide trifluoroacetate FC(C(=O)O)(F)F.C1(=CCCCC1)C1=C(C=CC(=C1)C1CCNCC1)NC(=O)C=1NC=C(N1)C#N